cyclododecane-1,1-diylbis(2-methyl-4,1-phenylene) bis(ethyl 1,3-dioxo-1,3-dihydroisobenzofuran-5-carboxylate) C(C)C1=C2C(OC(C2=CC=C1C(=O)OC1=C(C=C(C=C1)C1(CCCCCCCCCCC1)C1=CC(=C(C=C1)OC(=O)C=1C(=C2C(OC(C2=CC1)=O)=O)CC)C)C)=O)=O